C(CCCCCCC\C=C/C\C=C/CCCCC)OC(CCCCOC=1C=C(C=C(C1)CN(C)C)OCCCCC(=O)OCCCCCCCC\C=C/C\C=C/CCCCC)=O di((9Z,12Z)-octadeca-9,12-dien-1-yl)5,5'-((5-((dimethylamino)methyl)-1,3-phenylene)bis(oxy))dipentanoate